BrC1=C(C=C2C(=NC(=NC2=C1F)OC[C@]12CCCN2C[C@@H](C1)F)N1C[C@H]2C[C@H]([C@@H](C1)C2)O[Si](C)(C)C(C)(C)C)C 7-bromo-4-((1R,5R,6R)-6-((tert-butyldimethylsilyl)oxy)-3-azabicyclo[3.2.1]octan-3-yl)-8-fluoro-2-(((2R,7aS)-2-fluorotetrahydro-1H-pyrrolizin-7a(5H)-yl)methoxy)-6-methylquinazoline